ClC=1C(=NC(=C(C1[N+](=O)[O-])OC)[N+](=O)[O-])[N+](=O)[O-] 3-chloro-5-methoxy-2,4,6-trinitropyridine